butyl 4-(2,3-dimethylphenyl)piperidine-1-carboxylate CC1=C(C=CC=C1C)C1CCN(CC1)C(=O)OCCCC